C(C)(C)(C)OC(CC[C@@H](C(=O)N)N1NC2=C(C=CC=C2C1=O)OCC1=CN=C(O1)C1=CC=C(C=C1)OC(F)(F)F)=O (S)-5-amino-5-oxo-4-(3-oxo-7-((2-(4-(trifluoromethoxy)phenyl)oxazol-5-yl)methoxy)-1,3-dihydro-2H-indazol-2-yl)pentanoic acid tert-butyl ester